ClCCOP(=O)(OCCCl)OCCCl tris(2-chloroethyl)phosphate